(2-Amino-5-isopropoxyphenyl)dimethylphosphine oxide NC1=C(C=C(C=C1)OC(C)C)P(C)(C)=O